C1(CCCCC1)CC=1NC(=NN1)C(=O)NC1=NC=CC(=C1)C1=C(C=CC(=C1)OCCCCCO)C(F)(F)F 5-(cyclohexylmethyl)-N-(4-(5-((5-hydroxypentyl)oxy)-2-(trifluoromethyl)phenyl)pyridin-2-yl)-4H-1,2,4-triazole-3-carboxamide